2-[1-(pyridin-2-ylmethyl)-1H-indole-3-carboxamido]-3-fluorobenzoic acid N1=C(C=CC=C1)CN1C=C(C2=CC=CC=C12)C(=O)NC1=C(C(=O)O)C=CC=C1F